OC1=CC=C(C(=O)C2=C(C=CC=C2N2CCOCC2)S(=O)(=O)NN)C=C1 (4-hydroxybenzoyl)-3-morpholinobenzenesulfonohydrazide